tert-butyl (2R)-3-(4-(1-(3-((tert-butoxycarbonyl) amino)-2-((tert-butyl-dimethylsilyl) oxy) propyl)-1H-pyrazol-4-yl) phenoxy)-2-hydroxypropionate C(C)(C)(C)OC(=O)NCC(CN1N=CC(=C1)C1=CC=C(OC[C@H](C(=O)OC(C)(C)C)O)C=C1)O[Si](C)(C)C(C)(C)C